2-((3-methyl-1-(1-methylpiperidin-4-yl)-1H-pyrazol-4-yl)amino)-4-((3-(4-methyl-7-oxo-1,4-diazepan-1-yl)propyl)amino)pyrimidine-5-carbonitrile CC1=NN(C=C1NC1=NC=C(C(=N1)NCCCN1CCN(CCC1=O)C)C#N)C1CCN(CC1)C